N(=[N+]=[N-])CCOOC(=O)NCCCC[C@H](N)C(=O)O N6-[(2-azidoethoxy)carboxy]-L-lysine